C1(CC1)C=1C(NC2=CC(=CN=C2C1)C([2H])([2H])O)=O 3-cyclopropyl-7-(hydroxymethyl-d2)-1,5-naphthyridin-2(1H)-one